CC(CCN1CCC2(CCN(CC2)S(=O)(=O)C=2C=C(C(=NC2)N2C(OCC2)=O)F)CC1)(C)C 3-(5-((9-(3,3-Dimethylbutyl)-3,9-diazaspiro[5.5]undecan-3-yl)sulfonyl)-3-fluoropyridin-2-yl)oxazolidin-2-one